dichlorocyclobutanone C1CC(C1=O)(Cl)Cl